(S)-4-(4-aminophenyl)-3-methylpiperazine-1-carboxylic acid tert-butyl ester C(C)(C)(C)OC(=O)N1C[C@@H](N(CC1)C1=CC=C(C=C1)N)C